tert-butyl 4-(2-(3,6-dihydropyran-4-yl)-5-ethyl-4-(2-(2-methyl-4-trifluoromethylphenylamino)-2-oxoethyl)-7-oxo-4,7-dihydro-[1,2,4]triazolo[1,5-a]pyrimidin-6-yl)piperazine-1-carboxylate O1CCC(=CC1)C1=NN2C(N(C(=C(C2=O)N2CCN(CC2)C(=O)OC(C)(C)C)CC)CC(=O)NC2=C(C=C(C=C2)C(F)(F)F)C)=N1